OCC=1C=C(C=CC1)B(O)O 3-hydroxymethylphenylboronic acid